NC1=NC2=C(C=3N1N=C(N3)C=3OC=CC3)SC(N2CCN2CCN(CC2)C2=C(C=C(C=C2)OCC2NCCOC2)F)=O 5-amino-3-(2-(4-(2-fluoro-4-(morpholin-3-ylmethoxy)phenyl)piperazin-1-yl)ethyl)-8-(furan-2-yl)thiazolo[5,4-e][1,2,4]triazolo[1,5-c]pyrimidin-2(3H)-one